C1(CCCC1)C(=CC#N)C=1OC(=CN1)C=1C2=C(N=CN1)N(C=C2)COCC[Si](C)(C)C (2E)- and (2Z)-3-cyclopentyl-3-[5-(7-[2-(trimethylsilyl)ethoxy]methyl-7H-pyrrolo-[2,3-d]pyrimidin-4-yl)-1,3-oxazol-2-yl]acrylonitrile